4,4'-(propane-2,2-diyl)diphenol CC(C)(C1=CC=C(C=C1)O)C1=CC=C(C=C1)O